N1=NC(=CC2=C1C1=C(CCC2)C=CC=C1)N1N=C(N=C1N)NC1=CC(=C(C=C1)N1C2CC(CC1CC2)N2CCCC2)F 1-(6,7-dihydro-5H-benzo[6,7]cyclohepta[1,2-c]pyridazin-3-yl)-N3-(3-fluoro-4-(3-(pyrrolidin-1-yl)-8-azabicyclo[3.2.1]oct-8-yl)phenyl)-1H-1,2,4-triazole-3,5-diamine